(S)-(1-methylpyrrolidin-2-yl)methyl (5-(2-(1H-pyrrol-3-yl)pyrazolo[5,1-b]thiazole-7-carboxamido)-6-methylpyridin-3-yl)carbamate N1C=C(C=C1)C1=CN2C(S1)=C(C=N2)C(=O)NC=2C=C(C=NC2C)NC(OC[C@H]2N(CCC2)C)=O